FC1=C(C(=CC=C1)OC)CS(=O)(=O)C1=CC=CC=C1 1-fluoro-3-methoxy-2-((phenylsulfonyl)methyl)benzene